N-(2,2-Dimethyl-6-(3-(2-methylpyrimidin-4-yl)pyrrolidin-1-yl)-2,3-dihydrobenzofuran-5-yl)pyrazolo[1,5-a]pyrimidine-3-carboxamide CC1(OC2=C(C1)C=C(C(=C2)N2CC(CC2)C2=NC(=NC=C2)C)NC(=O)C=2C=NN1C2N=CC=C1)C